tert-butyl (S)-2-carbamoylpyrrolidine-1-carboxylate C(N)(=O)[C@H]1N(CCC1)C(=O)OC(C)(C)C